(R)-1-(4-(2-(4-methoxy-phenyl)but-3-yn-2-yl)-thiazol-2-yl)urea COC1=CC=C(C=C1)[C@@](C)(C#C)C=1N=C(SC1)NC(=O)N